ClC1=C(C=C(C=C1)S(=O)(=O)Cl)C(F)(F)F 4-chloro-3-(trifluoromethyl)benzenesulfonyl chloride